3-(3-amino-4-(4-((5-fluoro-2-methoxybenzamido)methyl)phenyl)-1H-pyrazolo[4,3-c]pyridin-6-yl)piperidine-1-carboxylic acid benzyl ester C(C1=CC=CC=C1)OC(=O)N1CC(CCC1)C1=CC2=C(C(=N1)C1=CC=C(C=C1)CNC(C1=C(C=CC(=C1)F)OC)=O)C(=NN2)N